N-(5-(3-(1-((5-methylthiazol-2-yl)amino)-1-oxopropan-2-yl)phenyl)pyridin-2-yl)acrylamide CC1=CN=C(S1)NC(C(C)C=1C=C(C=CC1)C=1C=CC(=NC1)NC(C=C)=O)=O